C(C)(=O)NCSC[C@H](N)C(=O)O S-acetamidomethylcysteine